2-(4-((4-(difluoromethyl)benzyl)oxy)-3-fluorophenyl)-4,4,5,5-tetramethyl-1,3,2-dioxaborolane FC(C1=CC=C(COC2=C(C=C(C=C2)B2OC(C(O2)(C)C)(C)C)F)C=C1)F